C(C(=O)C)(=O)OC1=C(C=CC=C1)O Hydroxyphenyl Pyruvate